C(C)(=O)OC=C(C(C)OC(C)=O)C 1,3-diacetoxy-2-methyl-1-butene